C(C)(C)(C)C1=CC(=CC=C1O)CN(C)C 6-tert-butyl-4-dimethylaminomethylphenol